1-{5-[1-(4-ethylphenyl)-1H-pyrazol-4-yl]-1H-indol-3-yl}-3-(2,2,2-trifluoroethyl)urea C(C)C1=CC=C(C=C1)N1N=CC(=C1)C=1C=C2C(=CNC2=CC1)NC(=O)NCC(F)(F)F